C1(OC[C@@H](C)O1)=O |o1:3| (R) or (S)-propylene carbonate